1,1-Diethoxy-3-methylpentan-2-one C(C)OC(C(C(CC)C)=O)OCC